F[C@@H]1C[C@@]2(CCCN2C1)COC=1N=CC2=C(N1)C=C(N=C2N2CCC2)C2=CC(=CC1=CC=C(C(=C21)C#C[Si](C(C)C)(C(C)C)C(C)C)F)O 4-(2-{[(2R,7aS)-2-fluoro-hexahydropyrrolizin-7a-yl]methoxy}-5-(azetidin-1-yl)pyrido[4,3-d]pyrimidin-7-yl)-6-fluoro-5-[2-(triisopropylsilyl)ethynyl]naphthalen-2-ol